5-fluoro-N-(5-fluoro-2-methylphenyl)-4-(3-oxo-5,6,7,8-tetrahydro[1,2,4]triazolo[4,3-a]pyridin-2(3H)-yl)-2-[(2S)-pent-2-yloxy]benzamide FC=1C(=CC(=C(C(=O)NC2=C(C=CC(=C2)F)C)C1)O[C@@H](C)CCC)N1N=C2N(CCCC2)C1=O